NC1=NC=2C=NC(=CC2C2=C1COC2)C(=O)N2[C@H](COC[C@H]2C=2C=NC(=CC2)OC(C)C)C (4-amino-1,3-dihydrofuro[3,4-c][1,7]naphthyridin-8-yl)((3S,5R)-3-methyl-5-(6-(2-propanyloxy)-3-pyridinyl)-4-morpholinyl)methanone